C(C)(C)(C)OC(=O)N1CC2=C(C=C(C=C2C(=C1O)O)Cl)N1CCCC2=CC(=C(C=C12)C(F)F)C=1C=NN(C1)C 6-chloro-8-(7-(difluoromethyl)-6-(1-methyl-1H-pyrazol-4-yl)-3,4-dihydroquinolin-1(2H)-yl)-3,4-Dihydroxyisoquinoline-2(1H)-carboxylic acid tert-butyl ester